kaurene C[C@H]1CC23CC[C@H]4[C@]([C@@H]2CC[C@H]1C3)(C=CCC4(C)C)C